3-bromo-5-iodo-7-methyl-8-oxo-7,8-dihydro-1,7-naphthyridine-2-carbonitrile BrC=1C(=NC=2C(N(C=C(C2C1)I)C)=O)C#N